N(=C=S)C1=C2C(=C(NC2=CC=C1)C1=CC=CC=C1)C(CC(F)(F)F)C1=CC=CC=C1 4-isothiocyanato-2-phenyl-3-(3,3,3-trifluoro-1-phenylpropyl)-1H-indole